(chloromethyl)-2-(5,6-dimethoxyindolin-1-carbonyl)-6-(5,6,7-trimethoxy-1H-indole-2-carbonyl)-3,6,7,8-tetrahydropyrrolo[3,2-e]indole ClCC1=C(NC=2C1=C1CCN(C1=CC2)C(=O)C=2NC1=C(C(=C(C=C1C2)OC)OC)OC)C(=O)N2CCC1=CC(=C(C=C21)OC)OC